(2S,3S)-2-(fluoromethyl)-2-hydroxy-5-oxotetrahydrofuran FC[C@]1(OC(CC1)=O)O